4-(4-bromo-2-oxo-2,3-dihydro-1H-1,3-benzodiazol-1-yl)-N-(4-fluoro-3-methoxyphenyl)piperidine-1-carboxamide 4,4-Difluorocyclohexylmethanesulfonate FC1(CCC(CC1)CS(=O)(=O)O)F.BrC1=CC=CC=2N(C(NC21)=O)C2CCN(CC2)C(=O)NC2=CC(=C(C=C2)F)OC